[N+](=O)([O-])C=1C=C(C=CC1)P1(CCCC1)=O 1-(3-nitrophenyl)phospholane-1-oxide